C1N(CCC2=CC=CC=C12)C1=CC=NN(C1=O)CC1CCN(CC1)C(=O)OC(C)(C)C tert-butyl 4-((5-(3,4-dihydroisoquinolin-2(1H)-yl)-6-oxopyridazin-1(6H)-yl)methyl)-piperidine-1-carboxylate